(4S)-3-((4-iso-propylphenyl)sulfonyl)-4-propyldihydro-furan-2(3H)-one C(C)(C)C1=CC=C(C=C1)S(=O)(=O)C1C(OC[C@@H]1CCC)=O